SC(CO)C 2-mercapto-1-propanol